Methyl 5-chloro-3-fluoro-6'-(trifluoromethyl)-[2,3'-bipyridine]-6-carboxylate ClC=1C=C(C(=NC1C(=O)OC)C=1C=NC(=CC1)C(F)(F)F)F